CC1(C(NC2=CC=C(C=C2C1)S(=O)(=O)N1[C@H]2CC(C[C@@H]1CC2)N2CCC(CC2)C)=O)C 3,3-dimethyl-6-(((1r,3s,5s)-3-(4-methylpiperidin-1-yl)-8-azabicyclo[3.2.1]oct-8-yl)sulfonyl)-3,4-dihydroquinolin-2(1H)-one